FC(COC1=NN2C(C(N1)=O)=NC(=C2C2=CC(=C(C(=C2)F)F)F)C(=C)C)F 2-(2,2-difluoroethoxy)-6-(prop-1-en-2-yl)-7-(3,4,5-trifluorophenyl)-3H-imidazo[2,1-f][1,2,4]triazin-4-one